2-Fluoro-4-(4-methylphenethoxy)benzonitrile FC1=C(C#N)C=CC(=C1)OCCC1=CC=C(C=C1)C